NC1CC2CCC(C1)N2C=2N(C(C1=C(N2)NC=C1C1=C(C2=CN(N=C2C=C1)C)OC)=O)C 2-(Endo-3-amino-8-azabicyclo[3.2.1]oct-8-yl)-5-(4-methoxy-2-methyl-2H-indazol-5-yl)-3-methyl-3,7-dihydro-4H-pyrrolo[2,3-d]pyrimidin-4-one